FC1=CC(=C2C=C(N(C2=C1)CCNC1=CC=NC(=N1)C)C)C 6-[2-(6-fluoro-2,4-dimethyl-indol-1-yl)-ethylamino]-2-methyl-pyrimidin